FC1CNCCC1OC=1C=C(C(=O)N[C@H](C)C=2C=NC(=NC2)C(F)(F)F)C=C(C1)C=1SC(=CN1)C 3-[(3-Fluoropiperidin-4-yl)oxy]-5-(5-methyl-1,3-thiazol-2-yl)-N-[(1R)-1-[2-(trifluoromethyl)pyrimidin-5-yl]ethyl]benzamide